tert-butyl (S)-4-((4-((2-(2-cyano-4,4-difluoropyrrolidin-1-yl)-2-oxoethyl)carbamoyl)quinolin-8-yl)amino)-4-oxobutanoate C(#N)[C@H]1N(CC(C1)(F)F)C(CNC(=O)C1=CC=NC2=C(C=CC=C12)NC(CCC(=O)OC(C)(C)C)=O)=O